3-amino-1-methyl-piperidin-2-one NC1C(N(CCC1)C)=O